4-(3-fluorobenzyl)aniline FC=1C=C(CC2=CC=C(N)C=C2)C=CC1